5-chloro-2-methyl-N1-(pyrazin-2-yl)benzene-1,3-diamine ClC=1C=C(C(=C(C1)NC1=NC=CN=C1)C)N